COC(=O)C1(CC1)N1N=CC2=CC(=CC(=C12)[N+](=O)[O-])Br 1-(5-bromo-7-nitro-1H-indazol-1-yl)cyclopropane-1-carboxylic acid methyl ester